ClC1=C(C=2N(C=C1)C=NC2CNCC=2N=NN(C2)CC=2N=C1N(C=C(C=C1N1C=NN=C1)C1CC1)C2)F 1-(7-chloro-8-fluoroimidazo[1,5-a]pyridin-1-yl)-N-((1-((6-cyclopropyl-8-(4H-1,2,4-triazol-4-yl)imidazo[1,2-a]pyridin-2-yl)methyl)-1H-1,2,3-triazol-4-yl)methyl)methylamine